(S)-2-amino-4-((2,2-difluoroethyl)(4-(5,6,7,8-tetrahydro-1,8-naphthyridin-2-yl)butyl)amino)butanoic acid N[C@H](C(=O)O)CCN(CCCCC1=NC=2NCCCC2C=C1)CC(F)F